(S)-2-((1-(2-(bis(3-methylphenyl)methyl)-2-methylhydrazineyl)-1-oxopropan-2-yl)carbamoyl)-4-methoxypyridin-3-yl isobutyl carbonate C(OC=1C(=NC=CC1OC)C(N[C@H](C(=O)NN(C)C(C1=CC(=CC=C1)C)C1=CC(=CC=C1)C)C)=O)(OCC(C)C)=O